ethyl 1-[bis(ethoxycarbonyl)amino]-4-methyl-1H-imidazole-2-carboxylate C(C)OC(=O)N(N1C(=NC(=C1)C)C(=O)OCC)C(=O)OCC